FC=1C=C(C=CC1F)/C=C/C(=O)C1=C(C(=C(C=C1OC)O)CC=C(C)C)O (E)-3-(3,4-difluorophenyl)-1-[2,4-dihydroxy-6-methoxy-3-(3-methyl-but-2-enyl)-phenyl]-prop-2-en-1-one